FC1=C(C=C(C=C1)NC(=O)C1=C(N(C(=C1C)C(C(NC(CC)CC)=O)=O)C)C)C N-(4-fluoro-3-methylphenyl)-1,2,4-trimethyl-5-(2-oxo-2-(pentan-3-ylamino)acetyl)-1H-pyrrole-3-carboxamide